CC1=C(C(=O)P(C2=CC=CC=C2)(CC)=O)C(=CC(=C1)C)C 2,4,6-trimethyl-benzoyl-ethyl-phenyl-phosphine oxide